tert-butyl 4-[4-[2-fluoro-3-methyl-4-(1-methylbenzimidazol-5-yl)oxy-anilino]pyrimido[5,4-d]pyrimidin-6-yl]sulfanylpiperidine-1-carboxylate FC1=C(NC=2C3=C(N=CN2)C=NC(=N3)SC3CCN(CC3)C(=O)OC(C)(C)C)C=CC(=C1C)OC1=CC3=C(N(C=N3)C)C=C1